ClC=1C(=CC(=C(C1)N=CN(C)CC)C)OC1=C(C=CC=C1)F N'-[5-chloro-4-(2-fluorophenoxy)-2-methylphenyl]-N-ethyl-N-methyl-formamidine